5-chloro-4-(cyclopropylmethoxy)-N-(1-(4-nitrobenzyl)-1H-pyrazol-4-yl)pyrimidin-2-amine ClC=1C(=NC(=NC1)NC=1C=NN(C1)CC1=CC=C(C=C1)[N+](=O)[O-])OCC1CC1